N-(1-benzyl-6-(3,5-dimethylisoxazol-4-yl)-2-methyl-1H-benzo[d]imidazol-4-yl)acetamide C(C1=CC=CC=C1)N1C(=NC2=C1C=C(C=C2NC(C)=O)C=2C(=NOC2C)C)C